2-[(6-methoxy-2-methyl-1,2,3,4-tetrahydroisoquinolin-7-yl)amino]-4-({1-[2-(trifluoromethyl)phenyl]ethyl}amino)pyrimidine-5-carboxamide COC=1C=C2CCN(CC2=CC1NC1=NC=C(C(=N1)NC(C)C1=C(C=CC=C1)C(F)(F)F)C(=O)N)C